FC(C)(C)C=1OC(=CN1)C=O (2-(2-fluoropropan-2-yl)oxazol-5-yl)methanone